(S)-6-(5-(3,5-dimethylisoxazol-4-yl)-1-((1S,4R)-4-hydroxy-4-methylcyclohexyl)-1H-benzo[d]Imidazol-2-yl)piperidin-2-one CC1=NOC(=C1C1=CC2=C(N(C(=N2)[C@@H]2CCCC(N2)=O)C2CCC(CC2)(C)O)C=C1)C